[I-].C(CCCCC)OC=1C(=NSN1)C1=CCC[N+](C1)(C(C(C)C)OC(CCCCCCC)=O)C 5-(4-(Hexyloxy)-1,2,5-thiadiazol-3-yl)-1-methyl-1-(2-methyl-1-(octanoyloxy)propyl)-1,2,3,6-tetrahydropyridin-1-ium iodide